1-Methyl-2-(6-trifluoromethoxy-benzothiazol-2-ylamino)-1H-benzoimidazole-5-carboxylic acid [2-((S)-3-methylamino-pyrrolidin-1-yl)-2-oxo-ethyl]-amide hydrochloride Cl.CN[C@@H]1CN(CC1)C(CNC(=O)C1=CC2=C(N(C(=N2)NC=2SC3=C(N2)C=CC(=C3)OC(F)(F)F)C)C=C1)=O